N1-(2,5-dimethylbenzyl)ethane-1,2-diamine CC1=C(CNCCN)C=C(C=C1)C